N-((7-methyl-3H-imidazo[4,5-b]pyridin-2-yl)methyl)-6-(4-methylpiperazin-1-yl)-3-(thiophen-3-yl)imidazo[1,2-b]pyridazin-8-amine CC1=C2C(=NC=C1)NC(=N2)CNC=2C=1N(N=C(C2)N2CCN(CC2)C)C(=CN1)C1=CSC=C1